FC1=CC=C(C=C1)C(C(=O)O)CC(C(=O)O)C1=CC=C(C=C1)F 2,4-bis(4-fluorophenyl)pentanedioic acid